OCCN1C[C@H](N(CC1)C(=O)OC(C)(C)C)C Tert-butyl (R)-4-(2-hydroxyethyl)-2-methylpiperazine-1-carboxylate